3-[5-[1-[(2S)-2-hydroxypropyl]-4-piperidyl]-3-methyl-2-oxo-benzimidazol-1-yl]piperidine-2,6-dione O[C@H](CN1CCC(CC1)C1=CC2=C(N(C(N2C)=O)C2C(NC(CC2)=O)=O)C=C1)C